N1(N=NC=C1)C1=CC=C(C=C1)NC1=C(C=CC(=C1)C=1C(=NOC1C)C)C N-(4-(1H-1,2,3-triazol-1-yl)phenyl)-5-(3,5-dimethylisoxazol-4-yl)-2-methylaniline